4-(isopropylamino)-N-(2-(methylsulfonyl)ethyl)-6-(1H-pyrazol-4-yl)quinoline-3-carboxamide C(C)(C)NC1=C(C=NC2=CC=C(C=C12)C=1C=NNC1)C(=O)NCCS(=O)(=O)C